5-(4,6-dimethylpyrimidin-2-yl)-4-methylthiazol-2-amine CC1=NC(=NC(=C1)C)C1=C(N=C(S1)N)C